C=C(C)C=1N=C(C2=C(N1)N=CC=C2)NC=2N=CN(C2)C2=CC(=C(C(=C2)OC)OC)OC 2-(prop-1-en-2-yl)-N-(1-(3,4,5-trimethoxyphenyl)-1H-imidazol-4-yl)pyrido[2,3-d]pyrimidin-4-amine